CC1=C(C#N)C=C(C(=C1)C#N)C 2,5-dimethyl-terephthalonitrile